FC1(C(C=2C(=CN(C2CC1)C=1C=CC(=C(C#N)C1)F)C(C(F)(F)F)(F)F)O)F 5-(5,5-difluoro-4-hydroxy-3-(perfluoroethyl)-4,5,6,7-tetrahydro-1H-indol-1-yl)-2-fluorobenzonitrile